5-((3-fluoro-4-methoxybenzyl)amino)-N-(2-hydroxy-2-methylpropyl)-2-morpholinobenzamide FC=1C=C(CNC=2C=CC(=C(C(=O)NCC(C)(C)O)C2)N2CCOCC2)C=CC1OC